ClC=1C=C(C=2N(N1)C(=CN2)C=2C=NN(C2)C(F)F)NCC2=NC1=C(N2)C=CC(=C1F)F 6-chloro-N-((4,5-difluoro-1H-benzo[d]imidazol-2-yl)methyl)-3-(1-(difluoromethyl)-1H-pyrazol-4-yl)imidazo[1,2-b]pyridazin-8-amine